10,10'-Bis[3-carboxypropyl]-9,9'-biacridinium Dinitrate [N+](=O)([O-])[O-].[N+](=O)([O-])[O-].C(=O)(O)CCC[N+]1=C2C=CC=CC2=C(C2=CC=CC=C12)C=1C2=CC=CC=C2[N+](=C2C=CC=CC12)CCCC(=O)O